FC=1C=C(OC2=C3C(C(C3=C(C=C2)C(F)(F)F)=O)(F)F)C=C(C1)F 2-(3,5-difluorophenoxy)-8,8-difluoro-5-trifluoromethylbicyclo[4.2.0]octa-1,3,5-trien-7-one